N1CCC(CC1)NC(=O)NC1=CC=C(C=C1)C(F)(F)F 1-(piperidin-4-yl)-3-(4-(trifluoromethyl)phenyl)urea